P(=O)(O)(O)OCC=1C(=C(C(=NC1)C)O)CO 5'-phosphopyridoxine